FC(C1=CC=C(C=C1)C=1N=NNC1)(F)F 4-[4-(trifluoromethyl)phenyl]-1H-triazole